ClC1=C(C=CC(=C1)Cl)C1OC2=C(OC1)C=CC=C2B2OC(C(O2)(C)C)(C)C 2-(3-(2,4-dichlorophenyl)-2,3-dihydrobenzo[b][1,4]dioxinin-5-yl)-4,4,5,5-tetramethyl-1,3,2-dioxaborolane